(S)-N-((4,4-Difluorocyclohexyl)(7-((5,5-dimethyl-2-oxotetrahydropyrimidin-1(2H)-yl)methyl)imidazo[1,2-b]pyridazin-2-yl)methyl)-1-isopropyl-1H-pyrazole-5-carboxamide FC1(CCC(CC1)[C@H](NC(=O)C1=CC=NN1C(C)C)C=1N=C2N(N=CC(=C2)CN2C(NCC(C2)(C)C)=O)C1)F